C(C1=CC=CC=C1)N(C1=CC=C(C(=O)OC)C=C1)C(=O)OC(C)(C)C methyl 4-[benzyl (tert-butoxycarbonyl)amino]benzoate